C1(=CC=CC=C1)N=NC1=CC=C(OCCCCCCCCCCCCO)C=C1 12-(4-(phenyldiazenyl)phenoxy)-1-dodecanol